[Br-].C[N+]1(CCCC1)CCCCCC N-methyl-N-hexylpyrrolidinium bromide